CN1[C@@H](CCC1)COC=1N=C(C2=C(N1)CNCC2)N2CCNCC2 2-[[(2S)-1-methylpyrrolidin-2-yl]methoxy]-4-piperazin-1-yl-6,8-dihydro-5H-pyrido[3,4-d]pyrimidine